7'-(4-iodo-1-methyl-1H-pyrazol-5-yl)-6'-methyl-3'-carbonyl-3',4'-dihydrospiro[cyclopropane-1,2'-pyrido[3,2-b][1,4]oxazine]-8'-carbonitrile IC=1C=NN(C1C1=C(C=2OC3(C(NC2N=C1C)=C=O)CC3)C#N)C